8-dibenzothiophen-4-yl-2-morpholin-4-yl-chromen-4-one C1=CC=C(C=2SC3=C(C21)C=CC=C3)C=3C=CC=C2C(C=C(OC32)N3CCOCC3)=O